(R)-4-(7-fluoroimidazo[1,2-a]pyridin-3-yl)-7-((6-(((2-hydroxyethyl)(methyl)amino)methyl)-5-(tetrahydrofuran-3-yl)pyridin-2-yl)amino)isoindolin-1-one FC1=CC=2N(C=C1)C(=CN2)C2=C1CNC(C1=C(C=C2)NC2=NC(=C(C=C2)[C@@H]2COCC2)CN(C)CCO)=O